(S)-2-(naphthalen-2-yl)-4-phenyl-4-(trifluoromethyl)-4H-benzo[4,5]Imidazo[1,2-c][1,3,5]Oxadiazine C1=C(C=CC2=CC=CC=C12)C1=NC=2N([C@@](O1)(C(F)(F)F)C1=CC=CC=C1)C1=C(N2)C=CC=C1